3-[4-fluoro-4-(piperazin-1-ylmethyl)piperidine-1-carbonyl]azetidine-1-carboxylic acid tert-butyl ester C(C)(C)(C)OC(=O)N1CC(C1)C(=O)N1CCC(CC1)(CN1CCNCC1)F